F[C@@H]1C[C@@]2(CCCN2C1)COC=1N=C(C2=C(N1)C(=C(N=C2)C2=CC(=CC1=CC=C(C(=C21)C#C)F)O)F)N2CC(CCC2)P(=O)(C)C 4-(2-{[(2r,7as)-2-fluoro-hexahydro-1H-pyrrolizin-7a-yl]methoxy}-4-[3-(dimethylphosphoryl)piperidin-1-yl]-8-fluoropyrido[4,3-d]pyrimidin-7-yl)-5-ethynyl-6-fluoronaphthalen-2-ol